2-(5-amino-2-(furan-2-yl)-7H-pyrazolo[4,3-e][1,2,4]triazolo[1,5-c]pyrimidin-7-yl)-N-((3-hydroxyoxetan-3-yl)methyl)-2-(4-methoxyphenyl)propanamide NC1=NC2=C(C=3N1N=C(N3)C=3OC=CC3)C=NN2C(C(=O)NCC2(COC2)O)(C)C2=CC=C(C=C2)OC